FC(C(=O)[O-])(F)F.[Mg+2].FC(C(=O)[O-])(F)F Magnesium Trifluoroacetate